N-(4-cyclopropylpyridin-2-yl)benzamid C1(CC1)C1=CC(=NC=C1)NC(C1=CC=CC=C1)=O